COC(=O)[C@@H]1CN(CC[C@H]1N)CC1=CC=CC=C1 |r| rac-(3R,4R)-4-amino-1-benzyl-piperidine-3-carboxylic acid methyl ester